bromo-2-(ethoxymethyl)-1-[(2,2,5-trimethyl-1,3-dioxan-5-yl)methyl]-1H-imidazo[4,5-c]quinoline BrC1=NC=2C=CC=CC2C2=C1N=C(N2CC2(COC(OC2)(C)C)C)COCC